2-(1-benzhydryl-azetidin-3-yl)-8-fluoro-1,2,3,4-tetrahydroisoquinoline C(C1=CC=CC=C1)(C1=CC=CC=C1)N1CC(C1)N1CC2=C(C=CC=C2CC1)F